C(CCCC)C1OC(C=CC1)=O 2-Pentyl-2,3-dihydropyran-6-one